BrC=1C=CC(=NC1)C(C(F)(F)F)N1C(C2(CC(N(C2)C(=O)OC(C)(C)C)=O)CC1)=O tert-Butyl 7-(1-(5-bromopyridin-2-yl)-2,2,2-trifluoroethyl)-3,6-dioxo-2,7-diazaspiro[4.4]nonane-2-carboxylate